C(C)OC(C(C1=C(C=CC(=C1)CC)OC)Br)=O.[N+](=O)([O-])C1=CC=C2C(=CNC2=C1)CC1=CNC2=CC=C(C=C12)C(C)=O 1-(3-((6-nitro-1H-indol-3-yl)methyl)-1H-indol-5-yl)ethan-1-one ethyl-2-bromo-2-(5-ethyl-2-methoxyphenyl)acetate